(R)-N-(4-fluoro-3-methylphenyl)-1,2,4-trimethyl-5-(2-((2-methyl-1-(3-methyl-1,2,4-oxadiazol-5-yl)propyl)amino)-2-oxoacetyl)-1H-pyrrole-3-carboxamide FC1=C(C=C(C=C1)NC(=O)C1=C(N(C(=C1C)C(C(=O)N[C@H](C(C)C)C1=NC(=NO1)C)=O)C)C)C